1,3,5-Triacryloyl-hexahydro-1,3,5-triazin C(C=C)(=O)N1CN(CN(C1)C(C=C)=O)C(C=C)=O